6-[(2,6-dimethylpyrimidin-4-yl)amino]-1-[2-methoxy-3-(1-methyl-1H-1,2,4-triazol-3-yl)phenyl]-1H,2H,3H-pyrazolo[4,3-c]pyridin-3-one CC1=NC(=CC(=N1)NC1=CC2=C(C=N1)C(NN2C2=C(C(=CC=C2)C2=NN(C=N2)C)OC)=O)C